C(C)(C)(CC(C)(C)C)N1N=CC=N1 2-tert-octyltriazole